ClC1=CC=C(C=C1)C=1C=NNC1C1=C(C=C(C=C1)O)O 4-[4-(4-chlorophenyl)-1H-pyrazol-5-yl]benzene-1,3-diol